2,3,6,7-tetrahydro-[1H]oxazepin O1NCC=CCC1